N-pentanoyl-N-((2'-(1-trityl-1H-tetrazol-5-yl)-[1,1'-biphenyl]-4-yl)methyl)-L-valine methyl ester COC([C@@H](N(CC1=CC=C(C=C1)C1=C(C=CC=C1)C1=NN=NN1C(C1=CC=CC=C1)(C1=CC=CC=C1)C1=CC=CC=C1)C(CCCC)=O)C(C)C)=O